2,5-dichloro-N-methyl-N-phenylquinazolin-4-amine ClC1=NC2=CC=CC(=C2C(=N1)N(C1=CC=CC=C1)C)Cl